dioctyl pentanedioate C(CCCC(=O)OCCCCCCCC)(=O)OCCCCCCCC